FC1=CC=C(C=C1)[C@@H](C1CCNCC1)C1=CC=C(C=C1)OC |o1:7| (S or R)-4-[(4-Fluorophenyl)-(4-methoxyphenyl)methyl]piperidine